C(C)(C)(C)OC(=O)N1[C@@H](CN([C@@H](C1)C)C=1C2=C(N=CN1)N(C=C2C(F)(F)F)S(=O)(=O)C2=CC=C(C)C=C2)C (2r,5r)-2,5-dimethyl-4-(7-tosyl-5-(trifluoromethyl)-7H-pyrrolo[2,3-d]pyrimidin-4-yl)piperazine-1-carboxylic acid tert-butyl ester